(±)-Codeine C1=CC(OC)=C2C=3[C@@]45[C@@H](O2)[C@@H](O)C=C[C@H]4[C@@H](CC13)N(C)CC5 |r|